ClC1=NC2=CC=C(N=C2C=C1)F 2-chloro-6-fluoro-1,5-naphthyridine